5-methyl-3-pyrazolamine CC1=CC(=NN1)N